Carbonyl cyanide-p-trifluoromethoxyphenylhydrazone FC(OC1=CC=C(C=C1)NN=C(C#N)C#N)(F)F